N-((4,5-dichloro-2-hydroxyphenyl)(1-(pyridin-2-yl)piperidin-4-yl)methyl)-2-methylpropane-2-sulfinamide ClC1=CC(=C(C=C1Cl)C(NS(=O)C(C)(C)C)C1CCN(CC1)C1=NC=CC=C1)O